N,N-dimethyl-3-oxa-1,5-diaminopentane CN(CCOCCN)C